FC=1C=C(C(=NC1)OC)[C@@H]1N(CCC1)C=1C=CC=2N(N1)C(=CN2)C2=NC=CC(=N2)CO (R)-(2-(6-(2-(5-fluoro-2-methoxypyridin-3-yl)pyrrolidin-1-yl)imidazo[1,2-b]pyridazin-3-yl)pyrimidin-4-yl)methanol